C(C)(C)(C)OC(=O)N1CC(CCC1)(C=1C=NC(=CC1)OC)O 3-hydroxy-3-(6-methoxypyridin-3-yl)piperidine-1-carboxylic acid tert-butyl ester